6-(3-Oxa-9-azabicyclo[3.3.1]nonan-9-yl)-N-(2-((R)-4-cyanothiazolidin-3-yl)-2-oxoethyl)quinoline-4-carboxamide C12COCC(CCC1)N2C=2C=C1C(=CC=NC1=CC2)C(=O)NCC(=O)N2CSC[C@H]2C#N